(2-amino-3-(3-((6-((2,3-difluorophenyl)amino)pyridin-3-yl)methyl)isoxazol-5-yl)pyridin-1-ium-1-yl)methyl hydrogen phosphate P(=O)(OC[N+]1=C(C(=CC=C1)C1=CC(=NO1)CC=1C=NC(=CC1)NC1=C(C(=CC=C1)F)F)N)(O)[O-]